2-(3-(1-(4-cyanobenzyl)piperidin-4-yl)-1H-pyrrolo[2,3-c]pyridin-1-yl)-5-fluoro-N-isopropyl-N-methylbenzamide C(#N)C1=CC=C(CN2CCC(CC2)C2=CN(C3=CN=CC=C32)C3=C(C(=O)N(C)C(C)C)C=C(C=C3)F)C=C1